COC=1C=C(N)C=C(C1)[N+](=O)[O-] 3-methoxy-5-nitroaniline